6-((4-chlorobenzyl)oxy)-2-(4-cyano-4-phenylpiperidine-1-carbonyl)-N,N-dimethylquinoline-4-carboxamide ClC1=CC=C(COC=2C=C3C(=CC(=NC3=CC2)C(=O)N2CCC(CC2)(C2=CC=CC=C2)C#N)C(=O)N(C)C)C=C1